5H-1,5-naphthyridine N1=CC=CC=2NCC=CC12